FC=1C(=C(C=CC1F)[C@H]1[C@@H](O[C@]([C@H]1C)(C(F)(F)F)C)C(=O)NC1=CC(=NC=C1)C(=O)NN(C)C)OC (2R,3S,4S,5R)-3-(3,4-difluoro-2-methoxyphenyl)-N-(2-(2,2-dimethylhydrazine-1-carbonyl)pyridine-4-yl)-4,5-dimethyl-5-(trifluoromethyl)tetrahydrofuran-2-carboxamide